C(CCCCCCC)OC(CCCCCCCCCCCCC)=O.COS(=O)(=O)[O-].OCC[NH+](CCOC(CCCCCCCCCCCCCCCCC)=O)C (2-hydroxyethyl)methyl-[2-[(1-oxooctadecyl)oxy]ethyl]ammonium methyl-sulfate octylmyristate